6-(difluoromethyl)-7-(triazol-2-yl)-1H-indole FC(C1=CC=C2C=CNC2=C1N1N=CC=N1)F